tert-butyl-3-amino-8-azabicyclo[3.2.1]octane-8-carboxylate C(C)(C)(C)OC(=O)N1C2CC(CC1CC2)N